CC1=C(C(=CC=C1)C)NC(=N)NC(=N)N 1-(2,6-dimethylphenyl)biguanide